ClC1=CC(=C(C=C1)O)N1N=C(C=2C=NC(=CC21)Cl)C 4-chloro-2-(6-chloro-3-methyl-1H-pyrazolo[4,3-c]pyridin-1-yl)phenol